ammonium p-(octyloxyphenyl)phenyl iodide hexafluoroantimonate F[Sb-](F)(F)(F)(F)F.C(CCCCCCC)OC1=C(C=CC=C1)C1=CC=C(C=C1)I.[NH4+]